OC(=O)C(F)(F)F.FC1=CC=C(C=C1)C1C(C1)NCC1=CC=C(C=C1)/C=C/C(=O)NO (E)-3-(4-{[2-(4-Fluoro-phenyl)-cyclopropyl-amino]-methyl}-phenyl)-N-hydroxyacrylamide TFA salt